5-(3-((4-(((2-hydroxyethyl)amino)methyl)-6-methoxypyrimidin-2-yl)amino)-2-methylphenyl)-2,3-dihydro-1H-indenone OCCNCC1=NC(=NC(=C1)OC)NC=1C(=C(C=CC1)C=1C=C2CCC(C2=CC1)=O)C